COC1=CC=C(C=C1)[C@@H](C)N (1R)-1-(4-methoxyphenyl)ethan-1-amine